2-[4-(1,3-benzothiazol-2-ylmethyl)piperazin-1-yl]-4-ethoxy-N-ethylsulfonyl-benzamide S1C(=NC2=C1C=CC=C2)CN2CCN(CC2)C2=C(C(=O)NS(=O)(=O)CC)C=CC(=C2)OCC